N1(CCCC1)CCOC1=CC=C2N=C3N=CC=C(C4=CC=CC(COC/C=C/COCC1=C2)=C4)N3 (16E)-11-[2-(pyrrolidin-1-yl)ethoxy]-14,19-dioxa-5,7,27-triazatetracyclo[19.3.1.12,6.18,12]heptacosa-1(24),2,4,6,8,10,12(26),16,21(25),22-decaene